(3aS,4S,6R,6aR)-6-vinyl-2,2-dimethyl-hexahydrocyclopenta[d][1,3]dioxol-4-ol C(=C)[C@H]1C[C@@H]([C@H]2[C@@H]1OC(O2)(C)C)O